N-(3-bromo-5-methanesulfonamidophenyl)-4-(1H-pyrrol-2-ylmethyl)thiophene-2-carboxamide BrC=1C=C(C=C(C1)NS(=O)(=O)C)NC(=O)C=1SC=C(C1)CC=1NC=CC1